FC(CS(=O)(=O)OCC(C)OS(=O)(=O)CC(F)F)F 1,2-propanediol bis(2,2-difluoroethanesulfonate)